7-((3aR,4R,6R,6aR)-6-((R)-(4-chlorophenyl)(hydroxy)methyl)-2,2,6a-trimethyltetrahydrofuro[3,4-d][1,3]dioxol-4-yl)-1H-pyrrolo[2,3-d]pyrimidin-4(7H)-one O-methyl oxime CON=C1C2=C(NC=N1)N(C=C2)[C@@H]2O[C@@H]([C@]1(OC(O[C@H]12)(C)C)C)[C@H](O)C1=CC=C(C=C1)Cl